N,N'-diphenylmethylethylenediamine C1(=CC=CC=C1)CNCCNCC1=CC=CC=C1